2-chloro-N-cyclopentyl-6,7-dihydro-5H-pyrimido[4,5-b][1,4]oxazin-4-amine ClC=1N=C(C2=C(OCCN2)N1)NC1CCCC1